carbon dioxide carbamate C(N)([O-])=O.[C+](=O)=O